3-(2-(3-(2,3-bis(tert-butoxycarbonyl)guanidino)-benzamido)acetamido)-2-(2,6-dichlorobenzamido)propanoic acid cyclopentyl ester C1(CCCC1)OC(C(CNC(CNC(C1=CC(=CC=C1)NC(=NC(=O)OC(C)(C)C)NC(=O)OC(C)(C)C)=O)=O)NC(C1=C(C=CC=C1Cl)Cl)=O)=O